CN(CCC=C(C(=O)O)C)C.C(C(=C)C)(=O)OCCN(C)C Dimethylaminoethyl methacrylate (2-(dimethylamino)ethyl methacrylate)